NCCNCCC[Si](OC)(OC)OC N-(2-aminoethyl)-3-aminopropyltri-methoxysilane